tert-butyl 4-(5-((3,4-dichlorophenyl)difluoromethyl)-1,3,4-oxadiazol-2-yl)-8-thia-2-azaspiro[4.5]decane-2-carboxylate 8,8-dioxide ClC=1C=C(C=CC1Cl)C(C1=NN=C(O1)C1CN(CC12CCS(CC2)(=O)=O)C(=O)OC(C)(C)C)(F)F